(R)-N-(3,3-difluoro-1-(oxetan-3-yl)piperidin-4-yl)-6-fluoro-5-(4-fluoro-1-(2-fluoroethyl)-2-methyl-1H-benzo[d]imidazol-6-yl)-4-methoxypyrrolo[2,1-f][1,2,4]triazin-2-amine FC1(CN(CC[C@H]1NC1=NN2C(C(=N1)OC)=C(C(=C2)F)C=2C=C(C1=C(N(C(=N1)C)CCF)C2)F)C2COC2)F